ClC1=CC(=C(C=C1F)NC=1N(C2=NC(=NC=C2N1)N[C@H]1C[C@H](CCC1)O)C1CCC(CC1)C(=O)N)F (1S,4s)-4-(8-(4-chloro-2,5-difluorophenylamino)-2-((1R,3S)-3-hydroxycyclohexylamino)-9H-purin-9-yl)cyclohexanecarboxamide